behenyl-trimethyl-ammonium C(CCCCCCCCCCCCCCCCCCCCC)[N+](C)(C)C